(3-Aminopyrrolidin-1-yl)(6-fluoro-4-(4-fluorophenyl)-3,4-dihydroquinoxalin-1(2H)-yl)methanone NC1CN(CC1)C(=O)N1CCN(C2=CC(=CC=C12)F)C1=CC=C(C=C1)F